C(\C=C/C(=O)O)(=O)O.COC1=CC=C(C=C1)NN 4-methoxyphenylhydrazine maleate